5-(3,6-dibromo-9H-carbazol-9-yl)-N,N,N-trimethylpentan-1-aminium chloride [Cl-].BrC=1C=CC=2N(C3=CC=C(C=C3C2C1)Br)CCCCC[N+](C)(C)C